Methyl 8-bromo-4-hydroxy-5H-pyrimido[5,4-b]indole-2-carboxylate BrC1=CC=2C3=C(NC2C=C1)C(=NC(=N3)C(=O)OC)O